ClC1=C(N=C(NC1=O)C1=CC(=NC=C1)F)N1[C@@H](CNCC1)C 5-chloro-2-(2-fluoro-4-pyridinyl)-4-[(2R)-2-methylpiperazin-1-yl]-1H-pyrimidin-6-one